FC(C(=O)O)(F)F.FC(C(=O)O)(F)F.BrC1=C2C(=CN=C1)NC(=C2)CNC([C@H](C)NC(=O)[C@@H]2NC[C@H](C2)C2=CC=CC=C2)=O (2R,4R)-N-((S)-1-(((4-bromo-1H-pyrrolo[2,3-c]pyridin-2-yl)methyl)amino)-1-oxoprop-2-yl)-4-phenylpyrrolidine-2-carboxamide bis-trifluoroacetate